FC(C(=O)O)(F)F.FC1(CCN(CC1)C1=CC=C(C=C1)C1=CC=C(C=C1)OC=1N=NNC1C(=O)O)F 4-((4'-(4,4-difluoropiperidin-1-yl)-[1,1'-biphenyl]-4-yl)oxy)-1H-1,2,3-triazole-5-carboxylic acid 2,2,2-trifluoroacetate